bis[(Z)-1-methyl-3-oxo-but-1-enyloxy]Copper C/C(=C/C(C)=O)/O[Cu]O\C(=C/C(C)=O)\C